C1(CCCC1)C1=C(C=CC(=C1)C1CCCC1)O 2,4-dicyclopentylphenol